ClC1=C(C(=CC=C1)Cl)N1N=C(C(=C1)NC1=NC=C(C=C1)C=1N(C=C(N1)C(F)(F)F)C)C(=O)N 1-(2,6-dichlorophenyl)-4-((5-(1-methyl-4-(trifluoromethyl)-1H-imidazol-2-yl)pyridin-2-yl)amino)-1H-pyrazole-3-carboxamide